(2E)-4-bromo-N-(4-{[3-chloro-4-(pyridin-2-ylmethoxy)phenyl]amino}-3-cyano-7-ethoxyquinolin-6-yl)but-2-enamide BrC/C=C/C(=O)NC=1C=C2C(=C(C=NC2=CC1OCC)C#N)NC1=CC(=C(C=C1)OCC1=NC=CC=C1)Cl